C(C)OC(CNC(=O)OCC1=CC=CC=C1)=O N-carbobenzoxyglycine ethyl ester